COC1=NC=C(C=N1)C1=CC=C2NC(C=3N(C2=C1)C(=NC3)C3=CC(=C(C=C3)N3CCNCC3)C(F)(F)F)=O 8-(2-methoxypyrimidin-5-yl)-1-(4-(piperazin-1-yl)-3-(trifluoromethyl)phenyl)imidazo[1,5-a]quinoxalin-4(5H)-one